C1(CC1)C1=CC(=NN1)NC1=NC(=NC=C1)N1C[C@@](CCC1)(F)CNC(OC(C)(C)C)=O tert-Butyl N-[[(3S)-1-[4-[(5-Cyclopropyl-1H-pyrazol-3-yl)amino]pyrimidin-2-yl]-3-fluoro-3-piperidyl]methyl]carbamate